CC(CNC(OCC)=O)(CC(CCNC(OCC)=O)C)C 7,7,9-Trimethyl-4,13-dioxo-3,14-dioxa-5,12-diazahexadecan